phenyl-Butenal C1(=CC=CC=C1)C(C=O)=CC